CNC(=O)C1=NC=C(C=C1)NC1=C2C(=NC(=C1)OC=1C=NC(=CC1C)C#N)N(C=N2)C 5-[5-(6-cyano-4-methyl-pyridin-3-yloxy)-3-methyl-3H-imidazo[4,5-b]pyridin-7-ylamino]-pyridine-2-carboxylic acid methylamide